C(C)(C)[C@H]1N=C([C@@H](N=C1OC)CCC(F)(F)F)OC (2R,5S)-2-isopropyl-3,6-dimethoxy-5-(3,3,3-trifluoropropyl)-2,5-dihydropyrazine